N-((6-(6-(6-(Difluoromethyl)imidazo[1,2-b]pyridazin-3-yl)pyrimidin-4-yl)-6-azaspiro[2.5]octan-4-yl)methyl)methanesulfonamide FC(C=1C=CC=2N(N1)C(=CN2)C2=CC(=NC=N2)N2CC(C1(CC1)CC2)CNS(=O)(=O)C)F